methyl 2-[1-(1-aminoethyl)cyclopropyl]acetate hydrochloride Cl.NC(C)C1(CC1)CC(=O)OC